C(C)(C)(C)OC(=O)NC(C(=O)OC)=CC=1C(NC=CC1)=O methyl 2-((tert-butoxycarbonyl)amino)-3-(2-oxo-1,2-dihydropyridin-3-yl)acrylate